5-(4-(7H-pyrrolo[2,3-d]pyrimidin-4-yl)-3,4-dihydro-2H-1,4-thiazin-6-yl)nicotinonitrile N1=CN=C(C2=C1NC=C2)N2CCSC(=C2)C=2C=NC=C(C#N)C2